2-[1-oxo-6-(trifluoromethoxy)-2,3-dihydro-1H-isoindol-2-yl]acetonitrile O=C1N(CC2=CC=C(C=C12)OC(F)(F)F)CC#N